C(C)OCC(CC1=CNC2=CC=CC=C12)NC(=O)C1=CN=C(S1)N1CCN(CC1)C N-[1-(ethoxymethyl)-2-(1H-indol-3-yl)ethyl]-2-(4-methylpiperazin-1-yl)thiazole-5-carboxamide